COC1=C(C(=NC=C1)OCCCNC(OC(C)(C)C)=O)C1=CC=NO1 tert-butyl (3-{[4-methoxy-3-(1,2-oxazol-5-yl)pyridin-2-yl]oxy}propyl)carbamate